(R)-4-cyano-4-methyl-N-((2-phenyl-1,6-naphthyridin-7-yl)methyl)isochromane-6-carboxamide C(#N)[C@@]1(COCC2=CC=C(C=C12)C(=O)NCC1=NC=C2C=CC(=NC2=C1)C1=CC=CC=C1)C